(1r,4r)-4-(3-bromoanilino)-1'-methyl-2'-oxo-5'-[(1E)-3-phenylprop-1-en-1-yl]-1',2'-dihydrospiro[cyclohexane-1,3'-indole]-4-carboxylic acid BrC=1C=C(NC2(CCC3(C(N(C4=CC=C(C=C34)\C=C\CC3=CC=CC=C3)C)=O)CC2)C(=O)O)C=CC1